CN1CCN(CC1)C1=CC=C(C=C1)NC1=NC=C(C(=C1)NCCCN1C(COCCC1)=O)C(F)(F)F 4-(3-((2-((4-(4-methylpiperazin-1-yl)phenyl)amino)-5-(trifluoromethyl)pyridin-4-yl)amino)propyl)-1,4-oxazepan-3-one